ClC=1N=C(C2=C(N1)C(=CS2)C)N2CCC(CC2)NC(=O)C2C(C2)C2=CC=CC=C2 N-(1-(2-Chloro-7-methylthieno[3,2-d]pyrimidin-4-yl)piperidin-4-yl)-2-phenylcyclopropanecarboxamide